C1=CC=CC=2C3=CC=CC=C3C(C12)COC(=O)NC(C(=O)[O-])CC=1C=NC(=CC1)OCCNC(C)=O 2-((((9H-fluoren-9-yl) methoxy)carbonyl)amino)-3-(6-(2-acetamidoethoxy)pyridin-3-yl)propanoate